2-(1-methyl-1H-pyrazol-5-yl)-2,3-dihydro-1H-benzo[e]isoindol-1-one CN1N=CC=C1N1CC=2C=CC3=C(C2C1=O)C=CC=C3